tert-butyl 4-(4-amino-2-chloro-phenyl)piperazine-1-carboxylate NC1=CC(=C(C=C1)N1CCN(CC1)C(=O)OC(C)(C)C)Cl